CC=1N(C2=C(N1)SC(=C2)C(=O)OC)C[C@H]2OCC2 methyl (S)-2-methyl-1-(oxetan-2-ylmethyl)-1H-thieno[2,3-d]imidazole-5-carboxylate